COC1=CC=C(CN2C(N3C(C4=C2C=C(C=N4)N4CCOCC4)=NCC3CCOC)=O)C=C1 6-(4-methoxybenzyl)-3-(2-methoxyethyl)-8-(morpholin-4-yl)-2,6-dihydroimidazo[1,2-c]pyrido[2,3-e]pyrimidin-5(3H)-one